C(CCC)C(C(=O)O)=C.FC1=C(C(=C(C(=C1F)F)F)F)C=1C2=CC=C(N2)C(=C2C=CC(C(=C3C=CC(=C(C=4C=CC1N4)C4=C(C(=C(C(=C4F)F)F)F)F)N3)C3=C(C(=C(C(=C3F)F)F)F)F)=N2)C2=C(C(=C(C(=C2F)F)F)F)F 5,10,15,20-tetrakis(2,3,4,5,6-pentafluorophenyl)porphyrin BUTYLACRYLAT